C(C)(=O)N1CC(C=C1C1=CC=CC=C1)(C)CS(=O)(=O)C1=CC=C(C=C1)F 1-acetyl-3-(((4-fluorophenyl)sulfonyl)methyl)-3-methyl-5-phenyl-1,3-dihydro-2H-pyrrole